C(#N)C1=C2C=C(N=CC2=C(N=C1)NC)NC(=O)C1CC1 N-(5-cyano-8-(methylamino)-2,7-naphthyridin-3-yl)cyclopropanecarboxamide